BrC(C(C)=O)C(C)=O 3-bromo-2,4-pentanedione